COC(C=C)=O.C(C(=C)C)(=O)OCC1CO1 glycidyl methacrylate methyl-acrylate